tertiary butyl-(hept-6-yn-2-oxy)dimethyl-silane C(C)(C)(C)[Si](C)(C)OC(C)CCCC#C